6-[2-[2-(aminomethyl)-3,3-difluoro-allyl]-3-oxo-[1,2,4]triazolo[4,3-a]pyridin-7-yl]-1-methyl-3,4-dihydroquinolin-2-one NCC(CN1N=C2N(C=CC(=C2)C=2C=C3CCC(N(C3=CC2)C)=O)C1=O)=C(F)F